C(CCCCC)C(OC(C(=O)O)CCCCCC)C(=O)O dihexyldiglycolic acid